1-cyclohexyl-N-(4-methoxy-6-((5-propynyl-5,6-dihydropyrrolo[3,4-c]pyrazol-1(4H)-yl)methyl)benzo[d]isoxazol-3-yl)methanesulfonamide C1(CCCCC1)CS(=O)(=O)NC1=NOC2=C1C(=CC(=C2)CN2N=CC1=C2CN(C1)C#CC)OC